BrC=1C(=CC2=C(N=C(N2C[C@H]2OCC2)CN2CCC(CC2)C2=NC(=CC=C2)OCC2=C(C=C(C=C2)C#N)F)C1)C(=O)OC methyl 6-bromo-2-[[4-[6-[(4-cyano-2-fluoro-phenyl)methoxy]-2-pyridyl]-1-piperidyl]methyl]-3-[[(2S)-oxetan-2-yl]methyl]benzimidazole-5-carboxylate